CC1=NC=C(C(=O)NCC2=CC=C(C=C2)NC([O-])=O)C=C1 (4-((6-methylnicotinamido)methyl)phenyl)carbamate